3-(bromomethyl)but-3-en-1-ol BrCC(CCO)=C